FC1([C@@H]([C@](NC1)(C(=O)C1(CCC1)O)CC1=C(C(=CC=C1)C1=NC(=CC=C1)C)F)NS(=O)(=O)C1CC1)F N-[(2S,3R)-4,4-difluoro-2-{[2-fluoro-3-(6-methylpyridin-2-yl)phenyl]methyl}-2-(1-hydroxycyclobutane-1-carbonyl)pyrrolidin-3-yl]cyclopropanesulfonamide